N-(4-(2-(4-fluorophenyl)-5-propionyl-4,5,6,7-tetrahydropyrazolo[1,5-a]pyrazin-3-yl)pyridin-2-yl)propionamide FC1=CC=C(C=C1)C1=NN2C(CN(CC2)C(CC)=O)=C1C1=CC(=NC=C1)NC(CC)=O